3-((2-methylprop-2-enyl)oxy)-4-nitrobenzoic acid methyl ester COC(C1=CC(=C(C=C1)[N+](=O)[O-])OCC(=C)C)=O